C[C@@H]1C[C@H]2CC(=O)O[C@@]3(C1)[C@@]24CCCN3CCCC4=O The molecule is an alkaloid isolated from the club moss Lycopodium japonicum and has been shown to exhibit acetylcholinesterase inhibitory and anti-HIV-1 activity. It has a role as a metabolite, an EC 3.1.1.7 (acetylcholinesterase) inhibitor and an anti-HIV-1 agent. It is an alkaloid, a lactone, a cyclic ketone, a bridged compound and an organic heterotetracyclic compound.